2,6-dimethylphenylbutylmagnesium CC1=C(C(=CC=C1)C)CCCC[Mg]